[C@H]1([C@H](O)[C@@H](O)[C@H](O)[C@H](O1)CO)O[C@H]([C@@H]([C@H](C=O)O)O)[C@H](O)CO 4-O-α-D-Glucopyranosyl-D-galactose